C(C)OC(=O)\N=N\C(OCC)=O ethyl (NE)-N-ethoxycarbonyliminocarbamate